N1=C(C=CC=C1)C=1N=NNC1 4-(pyridin-2-yl)-1H-1,2,3-triazol